S1C2=C(C(=C1)C1=NC(=NC=C1)NC=1C(=CC(=C(C1)NC(C=C)=O)N1CCN(CC1)C)OC)C=CC=C2 N-[5-[[4-(benzo[b]thiophen-3-yl)pyrimidin-2-yl]amino]-4-methoxy-2-(4-methylpiperazin-1-yl)phenyl]acrylamide